C1(=CC=CC=C1)C(C)NC=1C=CC=C2C=3C=C(C=CC3NC12)C=1C=C2CCNC(C2=CC1)=O 6-(8-((1-phenylethyl)amino)-9H-carbazol-3-yl)-3,4-dihydroisoquinolin-1(2H)-one